tert-Butyl 2-(4'-methoxybiphenyl-4-yl)-1H-pyrrolo[2,3-c]pyridine-1-carboxylate COC1=CC=C(C=C1)C1=CC=C(C=C1)C1=CC=2C(=CN=CC2)N1C(=O)OC(C)(C)C